1-((2,6-bis(benzyloxy)-5-Nitropyrimidin-4-yl)methyl)-2,3-dihydro-1H-indene-1-carboxylic acid methyl ester COC(=O)C1(CCC2=CC=CC=C12)CC1=NC(=NC(=C1[N+](=O)[O-])OCC1=CC=CC=C1)OCC1=CC=CC=C1